FC1=C(C=C(C=C1)OCOC)C=1C=NN(C1)C1OCCCC1 4-[2-fluoro-5-(methoxymethoxy)phenyl]-1-(oxan-2-yl)pyrazole